5-fluoro-1-methyl-1H-pyrazole-4-carboxamide FC1=C(C=NN1C)C(=O)N